3-(1,4-Diazepan-1-yl)-5-fluoro-xanthen-9-one N1(CCNCCC1)C=1C=CC=2C(C3=CC=CC(=C3OC2C1)F)=O